C1(CC1)C=1C(=NC=CC1)OCC(C(=O)N[C@@H]1[C@H](CNCC1)F)(F)F 3-((3-cyclopropylpyridin-2-yl)oxy)-2,2-difluoro-N-((3S,4S)-3-fluoropiperidin-4-yl)propanamide